Cl.C(CCC)N1CCC(CC1)C(=O)NC1=NNC2=CC=C(C=C12)C1=C(C=CC(=C1)C#N)Cl 1-butyl-N-[5-(2-chloro-5-cyanophenyl)-1H-indazol-3-yl]piperidine-4-carboxamide hydrochloride